[N+](=O)([O-])C1=CC=C(C2=C(C=CC=C12)C)C 4-nitro-1,8-dimethylnaphthalene